C1=C(C=CC)O1 epoxypentadiene